(E)-5-(3-hydroxy-2-(triethylsiloxy)styryl)-1,3-benzenediol OC=1C(=C(/C=C/C=2C=C(C=C(C2)O)O)C=CC1)O[Si](CC)(CC)CC